(S)-5-OXO-PIPERAZINE-2-CARBOXYLIC ACID O=C1NC[C@H](NC1)C(=O)O